2-Cyano-1-(1-((S)-1-(dimethylamino)-2-(4-hydroxyphenyl)ethyl)cyclopropyl)-3-((S)-1,2,3,4-tetrahydronaphthalen-2-yl)guanidine C(#N)N=C(NC1(CC1)[C@H](CC1=CC=C(C=C1)O)N(C)C)N[C@@H]1CC2=CC=CC=C2CC1